N1(N=NC=C1)C[C@@]12C[C@H](N([C@H]2C1)C(CNC(=O)C=1C=CC=2C(C3=CC=CC=C3C2C1)(F)F)=O)C(=O)OCC ethyl (1S,3S,5S)-5-((1H-1,2,3-triazol-1-yl)methyl)-2-((9,9-difluoro-9H-fluorene-3-carbonyl)glycyl)-2-azabicyclo[3.1.0]hexane-3-carboxylate